C(CCC(=O)OCCl)(=O)OC(C)(C)C Tert-butyl (chloromethyl) succinate